N-(3-methoxybenzyl)-4-((4-methylpiperazin-1-yl)methyl)-N-(3-morpholinobenzyl)oxazol-2-amine COC=1C=C(CN(C=2OC=C(N2)CN2CCN(CC2)C)CC2=CC(=CC=C2)N2CCOCC2)C=CC1